CN1C(C=C(C=2N=C(N=CC21)NC2=NC=CC(=C2)N2CCNCC2)C)=O 5,8-dimethyl-2-((4-(piperazin-1-yl)pyridin-2-yl)amino)pyrido[3,2-d]pyrimidin-6(5H)-one